ClC1=C(C=CC=C1Cl)SC=1N=CC(=NC1N)N(CC1CCNCC1)C 5-((2,3-dichlorophenyl)thio)-N2-methyl-N2-(piperidin-4-ylmethyl)pyrazine-2,6-diamine